FC1=C(CN2C(OCC=3C=NC=4N=C(C=CC4C32)OC)=O)C(=CC(=C1)SC)F (2,6-difluoro-4-(methylthio)benzyl)-8-methoxy-1,4-dihydro-2H-[1,3]oxazino[5,4-c][1,8]naphthyridin-2-one